C(C)(C)(C)OC(=O)NCCC=1C=C(C=CC1)B(O)O (3-(2-((tert-butoxycarbonyl)amino)ethyl)phenyl)boronic acid